1-(4-(4-AMINO-1-CYCLOPROPYL-1H-PYRAZOLO[3,4-D]PYRIMIDIN-3-YL)-2-METHYLPHENYL)-3-(5-(1-(TRIFLUOROMETHYL)CYCLOPROPYL)ISOXAZOL-3-YL)UREA NC1=C2C(=NC=N1)N(N=C2C2=CC(=C(C=C2)NC(=O)NC2=NOC(=C2)C2(CC2)C(F)(F)F)C)C2CC2